FC1=C2C(C=C(NC2=CC2=C1C=NN2C)C=2C=C(C#N)C=CC2S(=O)(=O)C)=O 3-(4-Fluoro-1-methyl-5-oxo-5,8-dihydro-1H-pyrazolo[4,3-g]quinolin-7-yl)-4-(methylsulfonyl)benzonitrile